FC(S(=O)(=O)NC=1C=C(C=CC1)C1(CC1)NC(C1=CC=C(C=C1)C1=NC(=CN=C1)OCC)=O)F N-(1-(3-((difluoromethyl)sulfonamido)phenyl)cyclopropyl)-4-(6-ethoxypyrazin-2-yl)benzamide